The molecule is the (S)-enantiomer of linalyl acetate. It has a role as a plant metabolite and a volatile oil component. It is an enantiomer of a (R)-linalyl acetate. CC(=CCC[C@@](C)(C=C)OC(=O)C)C